COC1=C(C(=O)OC(C)(C)C)C=C(C=N1)B1OC(C(O1)(C)C)(C)C tert-Butyl 2-methoxy-5-(4,4,5,5-tetramethyl-1,3,2-dioxaborolan-2-yl)nicotinate